2-[4-[3-[1-(5-ethoxypyrimidin-2-yl)-4-piperidyl]propoxy]-2-fluoro-phenyl]-1-[(3S)-3-[[[2,3-dihydroxy-2-(hydroxymethyl)propyl]amino]methyl]-pyrrolidin-1-yl]ethanone C(C)OC=1C=NC(=NC1)N1CCC(CC1)CCCOC1=CC(=C(C=C1)CC(=O)N1C[C@@H](CC1)CNCC(CO)(CO)O)F